N-[4-(4-nitroindol-1-yl)-2-pyridinyl]cyclopropanecarboxamide [N+](=O)([O-])C1=C2C=CN(C2=CC=C1)C1=CC(=NC=C1)NC(=O)C1CC1